(S)-(2-(2-hydroxypropan-2-yl)pyridin-4-yl)(6-(3-methyl-1H-pyrrolo[2,3-b]pyridine-5-yl)-8-(pyrrolidin-2-yl)-3,4-dihydroisoquinolin-2(1H)-yl)methanone OC(C)(C)C1=NC=CC(=C1)C(=O)N1CC2=C(C=C(C=C2CC1)C=1C=C2C(=NC1)NC=C2C)[C@H]2NCCC2